3-amino-N-[2-(cyclopropylamino)-2-oxoethyl]-5-{[4-(trifluoromethoxy)phenyl]sulfonyl}pyridine-2-carboxamide NC=1C(=NC=C(C1)S(=O)(=O)C1=CC=C(C=C1)OC(F)(F)F)C(=O)NCC(=O)NC1CC1